NCCOCCOCCOCCOCCN(C1=NC=C(C=N1)C(=O)NC1C(C(C1(C)C)OC1=CC(=C(C=C1)C#N)Cl)(C)C)C 2-((14-amino-3,6,9,12-tetraoxatetradecyl)(methyl)amino)-N-((1r,3r)-3-(3-chloro-4-cyanophenoxy)-2,2,4,4-tetramethylcyclobutyl)pyrimidine-5-carboxamide